C1=CC(=CC=2C3=CC=CC=C3C=CC12)C(=O)N 3-phenanthreneformamide